6-((2-pyrrolidinoethyl)amino)hexyl 2-hexyldecanoate C(CCCCC)C(C(=O)OCCCCCCNCCN1CCCC1)CCCCCCCC